OC1(CCNCC1)CN1C(C=C(C(=C1)C(=O)N1CCCCC1)C1=CC=CC=C1)=O 1-((4-hydroxypiperidin-4-yl)methyl)-4-phenyl-5-(piperidine-1-carbonyl)pyridin-2(1H)-one